FC(C=1C=CC(=NC1)CNN1CC2(CC2)CC1=O)(F)F 5-(((5-(trifluoromethyl)pyridin-2-yl)methyl)amino)-5-azaspiro[2.4]heptan-6-one